N[C@@H](CCC(=O)[O-])C(=O)OC(CCCCCCCCCCCCCCCCC)=O.[Na+] sodium stearoyl glutamate